(S)-N-tert-butyl-4-(2-(4-fluorobenzamido)-3-phenylpropanamido)benzamide C(C)(C)(C)NC(C1=CC=C(C=C1)NC([C@H](CC1=CC=CC=C1)NC(C1=CC=C(C=C1)F)=O)=O)=O